1-(4-((1S,2R)-2-cyclohexyl-6-hydroxy-2-methyl-1,2,3,4-tetrahydronaphthalen-1-yl)phenyl)piperidine-4-carbaldehyde C1(CCCCC1)[C@@]1([C@H](C2=CC=C(C=C2CC1)O)C1=CC=C(C=C1)N1CCC(CC1)C=O)C